ClC=1C=C(CNCCNC(CCCNC2=NC3=C(C4=CN=CC=C24)C=CC(=C3)C(=O)O)=O)C=CC1OC(F)(F)F 5-((4-((2-((3-Chloro-4-(trifluoromethoxy)benzyl)amino)ethyl)amino)-4-oxobutyl)amino)benzo[c][2,6]naphthyridine-8-carboxylic acid